C(C(C)C)[C@H]1C(N(CCN1)[C@H](C(=O)N1CCC(CC1)C(C(=O)N)C)CC(C)C)=O 2-(1-{(S)-2-[(S)-3-Isobutyl-2-oxo-1-piperazinyl]-4-methylvaleryl}-4-piperidyl)propionamide